CC1=C(C=C(N=N1)C#N)N1CCOC2(CC2)C1 6-methyl-5-(4-oxa-7-azaspiro[2.5]octan-7-yl)pyridazine-3-carbonitrile